N(C(=N)N)CCC(=O)NO 3-carbamimidamido-N-hydroxypropan-amide